CS(=O)(=O)CCCOC1=CC=C(N)C=C1 4-(3-(methylsulfonyl)propoxy)aniline